C(C)C1=NOC2=C1C=C(C(=C2)OC)C2=C(C=CC(=C2)[N+](=O)[O-])S(=O)(=O)N (3-ethyl-6-methoxybenzo[d]isoxazol-5-yl)-4-nitrobenzenesulfonamide